FC1([C@H](C1C)N1C=C(C(=CC1=O)NC1[C@@H]2CN(C[C@H]12)C)C(=O)N)F ((S)-2,2-difluoro-3-methylcyclopropyl)-4-(((1R,5S,6s)-3-methyl-3-azabicyclo[3.1.0]hexan-6-yl)amino)-6-oxo-1,6-dihydropyridine-3-carboxamide